tert-butyl (2-(2,2-difluoroethyl)-4-(6-morpholinopyrrolo[2,1-f][1,2,4]triazin-4-yl)benzyl)carbamate FC(CC1=C(CNC(OC(C)(C)C)=O)C=CC(=C1)C1=NC=NN2C1=CC(=C2)N2CCOCC2)F